C(C)OC(=O)N1CC2(C1)C[C@@H](CC2)N2CCN(CC2)C2=NC=CN=C2C2=CN=CS2 (6R)-6-{4-[3-(1,3-thiazol-5-yl)pyrazin-2-yl]piperazin-1-yl}-2-azaspiro[3.4]octane-2-carboxylic acid ethyl ester